4-(cinnamoyloxy)-1,1'-biphenyl C(C=CC1=CC=CC=C1)(=O)OC1=CC=C(C=C1)C1=CC=CC=C1